Azelat C(CCCCCCCC(=O)[O-])(=O)[O-]